C(C)(C)(C)OC(N[C@@H](C(=O)N[C@H](C(=O)NCC=1C=CC2=C(NC(=N2)N)C1)C)CCC1=CC=CC=C1)=O ((R)-1-(((S)-1-(((2-amino-1H-benzo[d]imidazol-6-yl)methyl)amino)-1-oxopropan-2-yl)amino)-1-oxo-4-phenylbutan-2-yl)carbamic acid tert-butyl ester